C1=CC=NC(=C1)CCO Pyridineethanol